N-[(4R)-2-[1-(2-hydroxyethyl)-2-oxo-4-piperidyl]-4-methyl-3,4-dihydro-1H-isoquinolin-7-yl]-5-(2,2,2-trifluoroethyl)pyridine-3-carboxamide OCCN1C(CC(CC1)N1CC2=CC(=CC=C2[C@H](C1)C)NC(=O)C=1C=NC=C(C1)CC(F)(F)F)=O